CC1(OC[C@H]1OC1=NN(C=C1NC=1N=CC2=C(N1)N(C(=C2)C#N)[C@H](COC)C)C([2H])([2H])[2H])C 2-((3-(((R)-2,2-dimethyloxetan-3-yl)oxy)-1-(methyl-d3)-1H-pyrazol-4-yl)amino)-7-((S)-1-methoxypropan-2-yl)-7H-pyrrolo[2,3-d]pyrimidine-6-carbonitrile